N,N'-diethyl-2-butene-1,4-diamine C(C)NCC=CCNCC